BrC=1C=2N(C=C(C1)S(=O)(=O)CC(C)(C)O)N=CC2C#N 4-bromo-6-(2-hydroxy-2-methylpropylsulfonyl)pyrazolo[1,5-a]pyridine-3-carbonitrile